4-(6-(5-((3-methylpyridin-2-yl)amino)-1,2,4-thiadiazol-3-yl)pyridin-3-yl)thiomorpholine 1,1-dioxide CC=1C(=NC=CC1)NC1=NC(=NS1)C1=CC=C(C=N1)N1CCS(CC1)(=O)=O